OC(=O)C(F)(F)F.N[C@@H]1CN(CCC1)C(=O)NC=1C=C2C(=NN(C2=CC1)CC(=O)N(C1CC1)CC(=O)NCC1=C(C(=CC=C1)Cl)F)C(=O)N (S)-5-(3-aminopiperidine-1-carboxamido)-1-(2-((2-(3-chloro-2-fluorophenylmethylamino)-2-oxoethyl)(cyclopropyl)amino)-2-oxoethyl)-1H-indazole-3-carboxamide TFA salt